FC1=C(C=C(C=C1)C1=C(N=C(C2=CC(=CC=C12)O)C(=O)O)C(C)C)C 4-(4-fluoro-3-methylphenyl)-7-hydroxy-3-isopropylisoquinoline-1-carboxylic acid